C(=O)(O)[Ir+2] carboxyIridium(III)